(S)-1,1'-bi-2,2'-naphthol C1=CC=C2C(=C1)C=CC(=C2C3=C(C=CC4=CC=CC=C43)O)O.S